2-iodo-4-((3-(tetrahydro-2H-pyran-4-yl)-1H-pyrazol-4-yl)oxy)-1-tosyl-1H-pyrrolo[2,3-b]pyridine IC1=CC=2C(=NC=CC2OC=2C(=NNC2)C2CCOCC2)N1S(=O)(=O)C1=CC=C(C)C=C1